3-{5-[4-(4,4,4-trifluorobutan-2-yl)piperazin-1-yl]-1H-pyrrolo[3,2-b]pyridin-3-yl}-1-[4-(trifluoromethyl)phenyl]urea FC(CC(C)N1CCN(CC1)C1=CC=C2C(=N1)C(=CN2)NC(NC2=CC=C(C=C2)C(F)(F)F)=O)(F)F